SC1[C@H](O)[C@@H](O)[C@H](O[C@H]2[C@H](O)[C@@H](O)[C@@H](O)[C@H](O2)CO)[C@H](O1)CO thiolactose